1-(8-methoxy-6-(6-(2-morpholinoethoxy)pyrazolo[1,5-a]pyrimidin-3-yl)-3,4-dihydroisoquinolin-2(1H)-yl)ethan-1-one COC=1C=C(C=C2CCN(CC12)C(C)=O)C=1C=NN2C1N=CC(=C2)OCCN2CCOCC2